COC=1C=CC(=C2C(=CNC12)C)CNC1=CN=C2C(=N1)N=C(C=C2)N2CCN(CC2)C N-[(7-methoxy-3-methyl-1H-indol-4-yl)methyl]-6-(4-methylpiperazin-1-yl)pyrido[2,3-b]pyrazin-3-amine